N-((5-bromo-6-hydroxy-1-tosyl-1H-indol-2-yl)methyl)acetamide BrC=1C=C2C=C(N(C2=CC1O)S(=O)(=O)C1=CC=C(C)C=C1)CNC(C)=O